C(C1=CC=CC=C1)C=1C(NC=2C=C3C(=CC2N1)N(C(=N3)C3=CC=C(C=C3)C3CCNCC3)CCCN3CCCCC3)=O 7-benzyl-1-(3-(piperidin-1-yl)propyl)-2-(4-(piperidin-4-yl)phenyl)-1H-imidazo[4,5-g]quinoxalin-6(5H)-one